ClC1=CC=C(S1)CNC1=CC(=NN1C(C(CO)(C)C)=O)C1(CCNCC1)C 1-(5-{[(5-chlorothiophen-2-yl)methyl]amino}-3-(4-methylpiperidin-4-yl)-1H-pyrazol-1-yl)-3-hydroxy-2,2-dimethylpropan-1-one